(S)-2-(hex-3-yloxy)-7-(piperidin-4-ylmethyl)imidazo[2,1-f][1,2,4]triazin-4-amine CC[C@@H](CCC)OC1=NN2C(C(=N1)N)=NC=C2CC2CCNCC2